CC1(OB(OC1(C)C)C=1C=NN(C1)[C@@H](CO)C([2H])([2H])[2H])C (R)-2-(4-(4,4,5,5-tetramethyl-1,3,2-dioxaborolan-2-yl)-1H-pyrazol-1-yl)propan-3,3,3-d3-1-ol